3-(4-(5-benzylpyrimidin-2-yl)piperazin-1-yl)-7-(1-methyl-1H-pyrazol-4-yl)imidazo[1,2-a]pyrimidine C(C1=CC=CC=C1)C=1C=NC(=NC1)N1CCN(CC1)C1=CN=C2N1C=CC(=N2)C=2C=NN(C2)C